OCCCOCCC#N 3-(3-Hydroxypropoxy)propanenitrile